5-nitro-1-{[2-(trimethylsilyl)ethoxy]methyl}-1H-pyrazole-3-carboxylic acid [N+](=O)([O-])C1=CC(=NN1COCC[Si](C)(C)C)C(=O)O